FC=1C=C(CN2C(C3=CC=CC=C3CC2)=O)C=CC1 2-(3-fluorobenzyl)-1-oxo-1,2,3,4-tetrahydroisoquinoline